Dimethyl 2-(2-methyl-2-(2-phenyl-1H-pyrrol-1-yl)propanoyl)malonate CC(C(=O)C(C(=O)OC)C(=O)OC)(C)N1C(=CC=C1)C1=CC=CC=C1